(1-methylcyclopropyl)-1-(benzenesulfonyl)-1H-pyrrolo[3,2-c]pyridine 5-oxide CC1(CC1)C1=CC=2C=[N+](C=CC2N1S(=O)(=O)C1=CC=CC=C1)[O-]